perfluoro-3,6,9-trioxatridecane-1-ol FC(C(OC(C(OC(C(OC(C(C(C(F)(F)F)(F)F)(F)F)(F)F)(F)F)(F)F)(F)F)(F)F)(F)F)(O)F